CC1=C(C(=O)P(C2=CC=CC=C2)(OCC)=O)C(=CC(=C1)C)C 2,4,6-trimethyl-benzoylethoxyphenylphosphine oxide